N,N-bis[2-hydroxyethyl]glycine OCCN(CC(=O)O)CCO